O=C(C[C@@H](C(=O)N[C@@H](CCCC1=CC=CC=C1)B(O)O)NC(=O)C1=NC=CN=C1)C1=CC=CC=C1 ((R)-1-((S)-4-oxo-4-phenyl-2-(pyrazine-2-carboxamido)butanamido)-4-phenylbutyl)boronic acid